ClC1(C2(CCN(CC12)C(=O)C1CC2(C1)NC(OC2)=O)C2=CC=CC=C2)Cl (rac)-(2s,4s)-2-(7,7-dichloro-6-phenyl-3-azabicyclo[4.1.0]heptane-3-carbonyl)-7-oxa-5-azaspiro[3.4]octan-6-one